((1R,4R,7R)-7-amino-2-azabicyclo[2.2.1]heptan-2-yl)(2-(3-ethyl-4,5-dihydro-3H-2a,5,6-triazaacenaphthylen-2-yl)-7-fluoro-1-methyl-1H-benzo[d]imidazol-5-yl)methanone N[C@H]1[C@@H]2N(C[C@H]1CC2)C(=O)C2=CC1=C(N(C(=N1)C1=CC=3C=CN=C4NCC(N1C34)CC)C)C(=C2)F